COC1=CC=C(C=C1)C(=C)N1C(C2=CC=CC=C2C1=O)=O 2-(1-(4-methoxyphenyl)vinyl)isoindoline-1,3-dione